tert-butyl-rel-(1R,5S)-1-[({4-[(4-methylbenzenesulfonamido)imino]-cyclohexyl}oxy)methyl]-7-oxo-9-oxa-2,6-diazaspiro[4.5]decane-2-carboxylate C(C)(C)(C)OC(=O)N1[C@H]([C@]2(CC1)NC(COC2)=O)COC2CCC(CC2)=NNS(=O)(=O)C2=CC=C(C=C2)C |o1:8,9|